ClC1=NC=C(C(=N1)C1=CN(C2=NC(=CC=C21)C#N)S(=O)(=O)C2=CC=C(C)C=C2)Cl 3-(2,5-dichloropyrimidin-4-yl)-1-tosyl-1H-pyrrolo[2,3-b]pyridine-6-carbonitrile